1-(p-methylphenylthio)-2-naphthylamine CC1=CC=C(C=C1)SC1=C(C=CC2=CC=CC=C12)N